C(C)(=O)O[C@H]1[C@H](N(C[C@@H]1OC(=O)OC(C)(C)C)C(=O)OC(C)(C)C)CC1=CC=C(C=C1)OCF tert-butyl (2R,3S,4S)-3-(acetyloxy)-4-[(tert-butoxycarbonyl)oxy]-2-{[4-(fluoromethoxy)phenyl]methyl}pyrrolidine-1-carboxylate